rhenium(VI) oxide [Re](=O)(=O)=O